C(C)(C)(C)OC(=O)C1CN(C1)C(=O)C=1C=NC(=CC1)NC1=C2C(=NC(=C1)OC=1C=NC(=CC1C)C#N)N(C=N2)C 1-[6-[[5-[(6-cyano-4-methyl-3-pyridinyl)oxy]-3-methyl-imidazo[4,5-b]pyridin-7-yl]amino]pyridine-3-carbonyl]azetidine-3-carboxylic acid tert-butyl ester